3-Cyclobutyl-5-[(E)-[(1,1-dioxo-1,2-benzothiazol-3-yl)-methyl-hydrazono]methyl]-1-(ethoxymethyl)benzimidazol-2-on C1(CCC1)N1C(N(C2=C1C=C(C=C2)/C=N/N(C)C2=NS(C1=C2C=CC=C1)(=O)=O)COCC)=O